[Na+].NCCCCCC(=O)[O-] 6-aminocaproic acid, sodium salt